N[C@H](C(=O)OC(C)(C)C)CC=1OC=CC1 Tert-butyl (S)-2-amino-3-(furan-2-yl)propanoate